iron-magnesium oxide [O-2].[Mg+2].[Fe+2].[O-2]